FC=1C(=NC=CC1)O[C@@H]1CN(CC1)C=1C=CC(=NC1CO)C1=C(C#N)C=CC=C1 (S)-2-(5-(3-(3-fluoropyridin-2-yloxy)pyrrolidin-1-yl)-6-(hydroxymethyl)pyridin-2-yl)benzonitrile